OC1=C(C=C(C=C1C(C)(C)CC)C(C)(C)CC)N1N=C2C(=N1)C=CC(=C2)Cl 2-(2-hydroxy-3,5-di-tert-pentylphenyl)-5-chlorobenzotriazole